C1(CC1)C1=NC=C(C=N1)C(=O)NC=1C(=NC=CC1)S(=O)(=O)C 2-cyclopropyl-N-(2-methanesulfonylpyridin-3-yl)pyrimidine-5-carboxamide